6-[5-(difluoromethyl)-1,3,4-oxadiazol-2-yl]-2-{[(oxan-4-yl)methyl]amino}-2,3-dihydro-1H-isoindol-1-one FC(C1=NN=C(O1)C1=CC=C2CN(C(C2=C1)=O)NCC1CCOCC1)F